1,2-bis[bis(pentafluorophenyl)-phosphino]ethane FC1=C(C(=C(C(=C1P(CCP(C1=C(C(=C(C(=C1F)F)F)F)F)C1=C(C(=C(C(=C1F)F)F)F)F)C1=C(C(=C(C(=C1F)F)F)F)F)F)F)F)F